C(C)(=O)N1C(CCC1)C1=CC=2N(C=C1)C(=CN2)C2=CC(=C(C(=O)NC1CC1)C(=C2)OC)OC(F)F 4-[7-(1-acetylpyrrolidin-2-yl)imidazo[1,2-a]pyridin-3-yl]-N-cyclopropyl-2-(difluoromethoxy)-6-methoxy-benzamide